benzyl (3S,4R)-3-ethyl-4-(3-tosyl-3H-imidazo[1,2-a]pyrrolo[2,3-e]pyrazin-8-yl)pyrrolidine-1-carboxylate C(C)[C@@H]1CN(C[C@@H]1C1=CN=C2N1C1=C(N=C2)N(C=C1)S(=O)(=O)C1=CC=C(C)C=C1)C(=O)OCC1=CC=CC=C1